4-bromo-3-(3-methoxypropoxy)aniline BrC1=C(C=C(N)C=C1)OCCCOC